5-Bromo-2-[4-(trifluoromethoxy)phenyl]-1,2,4-triazol-3-amine BrC=1N=C(N(N1)C1=CC=C(C=C1)OC(F)(F)F)N